6-oleylamino-1,3,5-triazine C(CCCCCCC\C=C/CCCCCCCC)NC1=NC=NC=N1